CC1CC(CC(C1)C)C(COC)(COC)CC[Si](C)(C)C 2-(3,5-dimethylcyclohexyl)-2-(2-trimethylsilylethyl)-1,3-dimethoxypropane